OC[C@@H]1CCN(CC[C@@H]1C1=CC=C(C=C1)OC)C(=O)OC(C)(C)C |r| tert-butyl (±)-cis-4-(hydroxymethyl)-5-(4-methoxyphenyl)azepane-1-carboxylate